C(C)N([C@H]1[C@H](CCC1)OC=1C=C2CN(C(C2=CC1)=O)C1C(NC(CC1)=O)=O)C 3-(5-(((1S,2R)-2-(ethyl(methyl)amino)cyclopentyl)oxy)-1-oxoisoindolin-2-yl)piperidine-2,6-dione